ClC1=CC(N(C=C1)C1=CC=C(C=C1)N1N=CC(=C1C(F)(F)F)C(=O)NCC)=O 1-(4-(4-chloro-2-oxopyridin-1(2H)-yl)phenyl)-N-ethyl-5-(trifluoromethyl)-1H-pyrazole-4-carboxamide